2-[(2,6-difluoro-4-pyridinyl)amino]-5-methyl-thiazole-4-carboxylic acid FC1=NC(=CC(=C1)NC=1SC(=C(N1)C(=O)O)C)F